ClC1=CC(NC(N1C[C@H]1CN(CCC1)C(=O)OC(C)(C)C)=O)=O tert-butyl (R)-3-((6-chloro-2,4-dioxo-3,4-dihydropyrimidin-1(2H)-yl)methyl)piperidine-1-carboxylate